5-bromo-3-((1-(piperidin-4-yl)-1H-pyrazol-4-yl)oxy)pyrazin-2-amine BrC=1N=C(C(=NC1)N)OC=1C=NN(C1)C1CCNCC1